BrC=1C(=C(C=CC1)CC(=O)N(C)OC)F 2-(3-bromo-2-fluorophenyl)-N-methoxy-N-methylacetamide